C(C)(C)(C)OC(=O)N1CC2(CC2C1)C(=O)O 3-(tert-butoxycarbonyl)-3-azabicyclo[3.1.0]hexane-1-carboxylic acid